(S)-N,N-dimethyl-3-(2-((7-(pyrrolidin-1-yl)-6,7,8,9-tetrahydro-5H-benzo[7]annulen-2-yl)amino)quinazolin-8-yl)benzamide tert-butyl-(2-amino-5-(4-ethylpiperazin-1-yl)phenyl)carbamate C(C)(C)(C)N(C(O)=O)C1=C(C=CC(=C1)N1CCN(CC1)CC)N.CN(C(C1=CC(=CC=C1)C=1C=CC=C2C=NC(=NC12)NC=1C=CC2=C(CC[C@H](CC2)N2CCCC2)C1)=O)C